CC[C@H](CC[C@@H](C)[C@H]1CCC2=C3CC[C@H]4C[C@H](CC[C@]4(C)[C@H]3CC[C@]12C)O)C(C)C (3beta,5alpha,24R)-Stigmast-8(14)-en-3-ol